3-(4-methylpiperazin-1-yl)aniline CN1CCN(CC1)C=1C=C(N)C=CC1